ClC1=C(OCC[C@H](C(=O)O)C)C=CC=C1C=1N(C2=NC=NC(=C2N1)OC1(CC1)C)CC1=C(C=CC(=C1)Cl)C#N (R)-4-(2-chloro-3-(9-(5-chloro-2-cyanobenzyl)-6-(1-methylcyclopropoxy)-9H-purin-8-yl)phenoxy)-2-methylbutanoic acid